Cl.OCCN1CCN(CC1)CCNC=C1C(CC(CC1=O)C1CCNCC1)=O 2-(((2-(4-(2-hydroxyethyl)piperazin-1-yl)ethyl)amino)methylene)-5-(piperidin-4-yl)cyclohexane-1,3-dione HCl salt